2-{4-[7-(2-cyclopropyl-benzyl)-2-methyl-6-oxo-2,4,6,7-tetrahydro-pyrazolo[3,4-d]pyrimidin-5-yl]-piperidin-1-yl}-3-fluoro-benzonitrile C1(CC1)C1=C(CN2C(N(CC=3C2=NN(C3)C)C3CCN(CC3)C3=C(C#N)C=CC=C3F)=O)C=CC=C1